OC1=C(C=C(C=C1)C(C)(C)CC(C)(C)C)N1N=C2C(=N1)C=CC=C2 2-(2'-Hydroxy-5'-(tert.-octyl)-phenyl)-benzotriazole